ClC=1C(NN=CC1N1C[C@@H](CC1)OC1=NC=CC(=C1)N1CCN(CC1)C(C)C)=O (R)-4-chloro-5-(3-((4-(4-isopropylpiperazin-1-yl)pyridin-2-yl)oxy)pyrrolidin-1-yl)pyridazin-3(2H)-one